N=1N=CN(C1)C1=CC(=C2C=NNC2=C1)NCCOCCCCNCC=1C=C(C(=O)N)C=C(C1)OC(F)(F)F 3-(((4-(2-((6-(4H-1,2,4-triazol-4-yl)-1H-indazol-4-yl)amino)ethoxy)butyl)amino)methyl)-5-(trifluoromethoxy)benzamide